9-(1-((6-chloro-2-(1,5-dimethyl-1H-pyrazol-4-yl)pyridin-3-yl)amino)ethyl)-N,N,4,7-tetramethyl-5-oxo-4,5-dihydroimidazo[1,5-a]quinazoline-3-carboxamide ClC1=CC=C(C(=N1)C=1C=NN(C1C)C)NC(C)C=1C=C(C=C2C(N(C=3N(C12)C=NC3C(=O)N(C)C)C)=O)C